C1N(CC12CCC2)CC=2C(=NC(=CC2)Cl)N 3-((2-azaspiro[3.3]heptan-2-yl)methyl)-6-chloropyridin-2-amine